N-((4-methoxybenzyl)(methyl)(oxo)-λ6-sulfaneylidene)-4-(5-(trifluoromethyl)-1,2,4-oxadiazol-3-yl)benzamide COC1=CC=C(CS(=NC(C2=CC=C(C=C2)C2=NOC(=N2)C(F)(F)F)=O)(=O)C)C=C1